BrC1=NN(C=C1[N+](=O)[O-])C1CCN(CC1)C1CCOCC1 4-(3-bromo-4-nitro-1H-pyrazol-1-yl)-1-(tetrahydro-2H-pyran-4-yl)piperidine